CC1=CC=CC(=N1)C1=NN2C(C(=N1)NC1=NC(=NC=C1)NC1=CC=C(C=C1)NC(=O)C1CNCC1)=CC=C2 N-[4-[[4-[[2-(6-methyl-2-pyridyl)pyrrolo[2,1-f][1,2,4]triazin-4-yl]amino]pyrimidin-2-yl]amino]phenyl]pyrrolidine-3-carboxamide